1-(8Z,11Z,14Z-eicosatrienoyl)-2-(9Z-pentadecenoyl)-glycero-3-phosphoserine CCCCC/C=C\CCCCCCCC(=O)O[C@H](COC(=O)CCCCCC/C=C\C/C=C\C/C=C\CCCCC)COP(=O)(O)OC[C@@H](C(=O)O)N